O1CCN(CC1)C1=NC=CC=C1COC1=CC=C(C=C1)C=1C=C(C(NC1C(F)(F)F)=O)C(=O)N 5-(4-((2-morpholinopyridin-3-yl)methoxy)phenyl)-2-oxo-6-(trifluoromethyl)-1,2-dihydropyridine-3-carboxamide